FC=1C=C(C(=NC1OC)C1=CC=2N(C=C1)C=C(N2)C)C=2C=NN(C2)CC2(CCCC2)F 7-(5-fluoro-3-(1-((1-fluorocyclopentyl)methyl)-1H-pyrazol-4-yl)-6-methoxypyridin-2-yl)-2-methylimidazo[1,2-a]pyridine